N-(1,3-benzodioxol-5-yl)-N-methyl-3-[5-phenethyloxy-3-(trifluoromethyl)pyrazol-1-yl]benzamide O1COC2=C1C=CC(=C2)N(C(C2=CC(=CC=C2)N2N=C(C=C2OCCC2=CC=CC=C2)C(F)(F)F)=O)C